4-ethoxy-N-{8-fluoro-2-methylimidazo[1,2-a]pyridin-6-yl}-2-{octahydropyrrolo[3,4-c]pyrrol-2-yl}pyrimidine-5-carboxamide C(C)OC1=NC(=NC=C1C(=O)NC=1C=C(C=2N(C1)C=C(N2)C)F)N2CC1CNCC1C2